FC1=C(/C=C/C2=CC=C(N(C)C)C=C2)C=C(C=C1)F (E)-4-(2,5-difluorostyryl)-N,N-dimethylaniline